7-Chloro-4-(2,6-dihydroxy-4-propylphenyl)-1-ethyl-5-methylindolin-2-one ClC=1C=C(C(=C2CC(N(C12)CC)=O)C1=C(C=C(C=C1O)CCC)O)C